C([C@H](O)[C@@H](O)C(=O)O)(=O)O.N1C[C@H](C(=O)OCC)CCC1 R-ethyl nipecotate L-tartaric acid salt